[6-(1,1-Difluoro-ethyl)-pyridin-2-yl]-N-[2-(1,1-difluoro-ethyl)-pyridin-4-yl]-N'-isopropyl-[1,3,5]triazine-2,4-diamine FC(C)(F)C1=CC=CC(=N1)C1=NC(=NC(=N1)NC1=CC(=NC=C1)C(C)(F)F)NC(C)C